C(C)(C)(C)C1=CC(=C(S1)C(=O)O)NC=1SC(=C(N1)C1=CC(=CC=C1)OCC)CC(C)C 5-(tert-butyl)-3-((4-(3-ethoxyphenyl)-5-isobutylthiazol-2-yl)amino)thiophene-2-carboxylic Acid